C(C)(C)(C)OC(=O)NC/C=C/C1=C2C(=NC=3C=C4C(=CC13)OCO4)C4=CC1=C(C(N4C2)=O)COC([C@]1(O)CC)=O (S,E)-14-(3-((tert-butoxycarbonyl)amino)-1-propen-1-yl)-7-ethyl-7-hydroxy-10,13-dihydro-11H-[1,3]dioxolo[4,5-g]pyrano[3',4':6,7]indolizino[1,2-b]quinoline-8,11(7H)-dione